CCO/C=C/1\\C(=O)OC(=N1)C2=CC=CC=C2 The molecule is a 1,3-oxazole compound having a phenyl substituent at the 2-position, an ethoxymethylene group at the 4-position, and an oxo group at the 5-position. It is a chemical allergen used for immunological experiments, particularly for experiments on delayed type hypersensitivity. It has a role as an allergen. It is a member of 1,3-oxazoles and a gamma-lactone.